1,3-dimethylpyrazol-4-ol CN1N=C(C(=C1)O)C